CC(C(=O)C1=CC=CC=C1)C1=CC=C(C=C1)SC 2-methyl-[4-(methylthio)phenyl]-Acetophenone